cyclopentane-1,2,3,4,5-pentaol C1(C(C(C(C1O)O)O)O)O